C(CCC)OC(C1CCN(CC1)C1=CC(=C(C=O)C=C1F)OC)OCCCC 4-(4-(dibutoxymethyl)piperidin-1-yl)-5-fluoro-2-methoxybenzaldehyde